potassium 4-ethylphenyl sulfate S(=O)(=O)(OC1=CC=C(C=C1)CC)[O-].[K+]